COC(C1=C(N=CC(=C1)Br)N1CCCC1)=O 5-Bromo-2-(pyrrolidin-1-yl)nicotinic acid methyl ester